FC=1C(=C2C(=NC(=NN2C1)NC1CCN(CC1)C(C)=O)OC)C=1C=NC=2N(C1)C=CN2 1-(4-((6-fluoro-5-(imidazo[1,2-a]pyrimidin-6-yl)-4-methoxypyrrolo[2,1-f][1,2,4]triazin-2-yl)amino)piperidin-1-yl)ethan-1-one